CCCCC/C=C\C/C=C\C/C=C\CCCCC(=O)OC[C@H](COP(=O)([O-])OCC[N+](C)(C)C)OC(=O)CCC/C=C\C/C=C\C/C=C\C/C=C\C/C=C\CC 1-(6Z,9Z,12Z-octadecatrienoyl)-2-(5Z,8Z,11Z,14Z,17Z-eicosapentaenoyl)-glycero-3-phosphocholine